(1-hydroxybut-2-yl)-8-(1-methyl-1H-pyrazol-4-yl)-6-(4-(trifluoromethyl)phenyl)pyrido[3,4-d]pyrimidin-4(3H)-one OCC(CC)C=1NC(C2=C(N1)C(=NC(=C2)C2=CC=C(C=C2)C(F)(F)F)C=2C=NN(C2)C)=O